CN1CN(CCN(CC1)C)C 1,3,6-trimethyl-1,3,6-triazacyclooctane